FC(OC1=CC=C(C=C1)S(=O)(=O)N1[C@H]2CC(C[C@@H]1CC2)NCCC(C)O)F c-4-(((1R,3r,5S)-8-((4-(difluoromethoxy)phenyl)sulfonyl)-8-azabicyclo[3.2.1]octan-3-yl)amino)butan-2-ol